Cl.Cl.C[C@@H]1NCC[C@@H]1NC[C@H](C)O (S)-1-(((2S,3S)-2-Methylpyrrolidin-3-yl)amino)propan-2-ol dihydrochloride